C(=O)(O)CCC1=CC=C(C=C1)B(O)O 4-(2-carboxyethyl)-benzenboronic acid